1-Bromo-4-(4-chlorobutoxy)-2-vinyl-benzene BrC1=C(C=C(C=C1)OCCCCCl)C=C